3,5-bis(trifluoromethyl)-3,5-dihydroxyiodo-biphenyl Tris[2,4-bis(1,1-dimethylpropyl)phenyl]phosphit CC(CC)(C)C1=C(C=CC(=C1)C(CC)(C)C)OP(OC1=C(C=C(C=C1)C(CC)(C)C)C(CC)(C)C)OC1=C(C=C(C=C1)C(CC)(C)C)C(CC)(C)C.FC(C1(C(C(=CC(C1)(O)C(F)(F)F)C1=CC=CC=C1)I)O)(F)F